phenyl (3-(tert-butyl)-1-(l-m-ethylpiperidin-4-yl)-1H-pyrazol-5-yl)carbamate C(C)(C)(C)C1=NN(C(=C1)NC(OC1=CC=CC=C1)=O)C1C(CNCC1)CC